FC([C@H]1OCCN(C1)C=1C=C2C(=CC=NC2=CC1)C(=O)OCC)(F)F ethyl (S)-6-(2-(trifluoromethyl)morpholino)quinoline-4-carboxylate